NCCCCNC(CCCC1=CC=C(C=C1)C)=O N-(4-aminobutyl)-4-p-tolylbutanamide